1-(2-pyrrolyl)-1-ethanone N1C(=CC=C1)C(C)=O